4-amino-5-hydroxy-6-((4-aminophenyl)diazenyl)naphthalene-1-sulfonic acid NC1=CC=C(C2=CC=C(C(=C12)O)N=NC1=CC=C(C=C1)N)S(=O)(=O)O